5-methyl-4-oxo-3H-pyrimidine-2-carboxylic acid CC=1C(NC(=NC1)C(=O)O)=O